(R)-1-(3-(3-(3'-methyl-[1,1-biphenyl]-4-yl)-1H-pyrazolo[4,3-c]pyridin-1-yl)piperidin-1-yl)prop-2-en-1-one CC=1C=C(C=CC1)C1=CC=C(C=C1)C1=NN(C2=C1C=NC=C2)[C@H]2CN(CCC2)C(C=C)=O